NC=1C2=C(N=C(N1)Cl)N(C=C2)[C@H]2[C@@H]([C@@H]([C@H](C2)C2=CC(NC=C2)=O)O)O 4-[(1R,2R,3S,4R)-4-{4-amino-2-chloropyrrolo[2,3-d]pyrimidin-7-yl}-2,3-dihydroxycyclopentyl]-1H-pyridin-2-one